4-(7-methoxy-1,9-dimethyl-9H-pyrido[3,4-b]indol-6-yl)-N,N-dimethylpiperazine-1-sulfonamide COC1=C(C=C2C3=C(N(C2=C1)C)C(=NC=C3)C)N3CCN(CC3)S(=O)(=O)N(C)C